C1CCC2=C(C=3CCCC3C=C12)NC(=O)NS(=O)(=O)C1=CC(=C(C(=O)OC)C=C1)B1OC(C(O1)(C)C)(C)C methyl 4-(N-((1,2,3,5,6,7-hexahydro-s-indacen-4-yl)carbamoyl)sulfamoyl)-2-(4,4,5,5-tetramethyl-1,3,2-dioxaborolan-2-yl)benzoate